C(#N)C1=NC=C(C=C1OC1=CC=C(C=C1)C(C)(C)C1=CC=C(OC2CC(C2)NC(OC(C)(C)C)=O)C=C1)F tert-butyl ((1r,3r)-3-(4-(2-(4-((2-cyano-5-fluoropyridin-3-yl)oxy)phenyl) propan-2-yl)phenoxy)cyclobutyl)carbamate